ethyl 5-(2-chloro-6-(trifluoromethyl)pyrimidin-4-yl)-5-azaspiro[2.4]heptane-1-carboxylate ClC1=NC(=CC(=N1)N1CC2(CC2C(=O)OCC)CC1)C(F)(F)F